N1(CCC1)C1CCN(CC1)CC1=C(C=C(C=C1)C=1C=C(C2=C(N(C(=N2)C2=CC=C(C=C2)S(=O)(=O)C)C)C1)C)F 6-(4-((4-(azetidin-1-yl)piperidin-1-yl)methyl)-3-fluorophenyl)-1,4-dimethyl-2-(4-(methylsulfonyl)phenyl)-1H-benzo[d]imidazole